1-(benzyloxy)-3-methyl-5-nitrobenzene C(C1=CC=CC=C1)OC1=CC(=CC(=C1)[N+](=O)[O-])C